3-[[3-[(N,S-dimethylsulfonimidoyl)methyl]-2-fluoro-phenyl]methyl]-7-[(3-fluoro-2-pyridyl)oxy]-4-methyl-chromen-2-one CN=S(=O)(C)CC=1C(=C(C=CC1)CC=1C(OC2=CC(=CC=C2C1C)OC1=NC=CC=C1F)=O)F